ClC1=C(C(=CC=C1)F)CC1=NOC(N1CC1=C(C=CC=C1)Cl)=O 3-[(2-chloro-6-fluorophenyl)methyl]-4-[(2-chlorophenyl)methyl]-4,5-dihydro-1,2,4-oxadiazol-5-one